[Mg+2].[O-2].[V+5] vanadium oxide magnesium